2-(difluoromethyl)pyridin-3-amine FC(C1=NC=CC=C1N)F